C(C)(C)(C)OC(=O)N1C[C@@H](N(CC1)CC=1C=NC(=C(C1)N1CCC(CC1)F)Cl)C (S)-4-((6-chloro-5-(4-fluoropiperidin-1-yl)pyridin-3-yl)methyl)-3-methylpiperazine-1-carboxylic acid tert-butyl ester